C(C)C1=NN2C(C=C(C=C2C)N2CC3(C2)CN(C3)C(=O)C3=CN=CO3)=C1N(C=1SC(=C(N1)C1=CC=C(C=C1)F)C#N)C 2-((2-ethyl-7-methyl-5-(6-(oxazole-5-carbonyl)-2,6-diazaspiro[3.3]heptane-2-yl)pyrazolo[1,5-a]pyridin-3-yl)(methyl)amino)-4-(4-fluorophenyl)thiazole-5-carbonitrile